CC1N(CC=2C=CC=NC2C1)C(=O)[O-] 7-methyl-7,8-dihydro-5H-1,6-naphthyridine-6-carboxylate